OC1=C(C=C(C=C1C)C(C1=C(C=CC=C1)O)C1=CC(=C(C(=C1)C)O)C)C BIs(4-hydroxy-3,5-dimethylphenyl)-2-hydroxyphenylmethane